C1(=CC=CC=C1)C#CCCCC([NH-])C=1C=CC=C2C=CC=NC12 6-phenyl-N-(quinolin-8-yl)hex-5-ynylamide